COC(=O)C1CCN(CC1)C1CCC2=CC(=CC=C12)C=1C=CC2=C(CCO2)C1 1-(5-(2,3-dihydrobenzofuran-5-yl)-2,3-dihydro-1H-inden-1-yl)piperidine-4-carboxylic acid methyl ester